1,1,1,3,3-pentachloro-2-methyl-3-methyl-disilazane Cl[Si](N([Si](C)(Cl)Cl)C)(Cl)Cl